2-(1-(ethoxymethyl)-4-((2-methoxyethoxy)methoxy)-1H-indol-3-yl)-N,N-dimethylethan-1-amine C(C)OCN1C=C(C2=C(C=CC=C12)OCOCCOC)CCN(C)C